[N+](=[N-])=CC(CC[C@@H](C(=O)OC(F)(F)F)NC([C@@H](C)OC)=O)=O trifluoromethyl (S)-6-diazo-2-((R)-2-methoxypropanamido)-5-oxohexanoate